The molecule is an alanine derivative having a 4-(4-nitrophenylphospho)butanoyl group attached to the nitrogen of alanine. It is an alanine derivative, a C-nitro compound and an aryl phosphonate. CC(C(=O)O)NC(=O)CCCP(=O)(O)OC1=CC=C(C=C1)[N+](=O)[O-]